(2-methyl-4-(1-methyl-1H-imidazol-2-yl)quinolin-6-yl)(morpholino)methanone CC1=NC2=CC=C(C=C2C(=C1)C=1N(C=CN1)C)C(=O)N1CCOCC1